[NH4+].C(CCC)OP([S-])(OCCCC)=S di(n-butyl)dithiophosphoric acid ammonium salt